N1(N(CCC1)C(=O)[O-])C(=O)OC(C)(C)C tert-butyl pyrazolidine-1,2-dicarboxylate